2-((5-(2-chlorophenyl)-4H-1,2,4-triazol-3-yl)thio)-1-(p-tolyl)ethan-1-one ClC1=C(C=CC=C1)C=1NC(=NN1)SCC(=O)C1=CC=C(C=C1)C